C[C@H](CO)C#CC1=NC=CC2=CN=C(C=C12)NC1=CC=C(C=C1)S(=O)(=O)C (S)-2-methyl-4-(7-((4-(methylsulfonyl)phenyl)amino)-2,6-naphthyridin-1-yl)but-3-yn-1-ol